O.C(=O)(O)[C@H](O)[C@@H](O)C(=O)O.CC1(CCC1)C(=O)O.CC1(CCC1)C(=O)O.O 1-methylcyclobutane-1-carboxylic acid hemi-L-tartrate hydrate